(2R,3R,4R,5S)-1-(6-{[3-chloro-5-(pyrazin-2-yl)phenyl]amino}hexyl)-2-(hydroxymethyl)piperidine-3,4,5-triol ClC=1C=C(C=C(C1)C1=NC=CN=C1)NCCCCCCN1[C@@H]([C@H]([C@@H]([C@H](C1)O)O)O)CO